(R)-3,5-Dimethyl-benzoic acid N-(1-tert-butyl-butyl)-N'-(2-ethyl-3-methoxy-benzoyl)-hydrazide C(C)(C)(C)[C@@H](CCC)N(NC(C1=C(C(=CC=C1)OC)CC)=O)C(C1=CC(=CC(=C1)C)C)=O